1-[5-(5-fluoro-2-methylpyridin-4-yl)-1H-pyrazole-3-carbonyl]-N-[(1r,4r)-4-hydroxy-4-(trifluoromethyl)cyclohexyl]piperidine-4-carboxamide FC=1C(=CC(=NC1)C)C1=CC(=NN1)C(=O)N1CCC(CC1)C(=O)NC1CCC(CC1)(C(F)(F)F)O